9-(3-amino-3-oxopropyl)-6-(1H-imidazol-1-yl)-2-(2-carboxyethyl)-9H-carbazole NC(CCN1C2=CC=C(C=C2C=2C=CC(=CC12)CCC(=O)O)N1C=NC=C1)=O